C1(CCC1)OC1=NNC=C1NC=1N=CC2=C(N1)N(C(C21CC1)=O)[C@H]1C[C@@H](CCC1)O 2'-((3-cyclobutoxy-1H-pyrazol-4-yl)amino)-7'-((1R,3R)-3-hydroxycyclohexyl)spiro[cyclopropane-1,5'-pyrrolo[2,3-d]pyrimidin]-6'(7'H)-one